(S)-1-(trans-4-(2-bromo-3-fluorobenzoyl)-1-cyano-4-((trimethylsilyl)oxy)cyclohexyl)propane BrC1=C(C(=O)C2(CCC(CC2)(C#N)CCC)O[Si](C)(C)C)C=CC=C1F